tert-butyl (3R)-3-[(1S)-2-tert-butoxy-1-[[3-[hydroxyiminomethyl]phenyl]methyl]-2-oxo-ethyl]pyrrolidine-1-carboxylate C(C)(C)(C)OC([C@@H](CC1=CC(=CC=C1)C=NO)[C@@H]1CN(CC1)C(=O)OC(C)(C)C)=O